N-[3-Fluoro-4-(1,5-naphthyridin-4-yloxy)phenyl]-1-(4-fluorophenyl)-4,6-dimethyl-2-oxopyridine-3-carboxamide FC=1C=C(C=CC1OC1=CC=NC2=CC=CN=C12)NC(=O)C=1C(N(C(=CC1C)C)C1=CC=C(C=C1)F)=O